6-(3-hydroxy-1-methyl-4-piperidinyl)-2,8-dimethyl-pyrido[2,3-d]Pyrimidin-7-one OC1CN(CCC1C1=CC2=C(N=C(N=C2)C)N(C1=O)C)C